COC(CC1(OCCO1)CC1=C(C=CC(=C1)Br)[N+](=O)[O-])=O methyl-[2-(5-bromo-2-nitrobenzyl)-1,3-dioxolan-2-yl]acetate